1,2-bis(4-nitrophenyl)acetylene [N+](=O)([O-])C1=CC=C(C=C1)C#CC1=CC=C(C=C1)[N+](=O)[O-]